O=C1NC(CCC1N1C(C2=CC=C(C=C2C1=O)NCCCCCCCC(=O)NC1=CC=C(C=C1)CCOC1=NC(=CC(=N1)N/N=C/C1=CC(=CC=C1)C)N1CCOCC1)=O)=O (E)-8-((2-(2,6-dioxopiperidin-3-yl)-1,3-dioxoisoindolin-5-yl)amino)-N-(4-(2-((4-(2-(3-methylbenzylidene)hydrazino)-6-morpholinopyrimidin-2-yl)oxy)ethyl)phenyl)octanamide